5-methyl-10,10-dioxothianthrenium hexafluoro-phosphate F[P-](F)(F)(F)(F)F.C[S+]1C=2C=CC=CC2S(C2=CC=CC=C12)(=O)=O